(R)-N-(3-(3-((5-Cyano-4-methoxypyrimidin-2-yl)amino)piperidin-1-yl)-1-methyl-1H-indazol-6-yl)acrylamide C(#N)C=1C(=NC(=NC1)N[C@H]1CN(CCC1)C1=NN(C2=CC(=CC=C12)NC(C=C)=O)C)OC